OCCS(=O)(=O)NC1=NC=C(C(=O)NC2=CN(C(C=C2)=O)CCOC)C(=C1)N1CCC2(CC2)CC1 6-((2-hydroxyethyl)sulfonamido)-N-(1-(2-methoxyethyl)-6-oxo-1,6-dihydropyridin-3-yl)-4-(6-azaspiro[2.5]octan-6-yl)nicotinamide